2-(4-(3-isopropyl-2-(8-methyl-[1,2,4]triazolo[1,5-a]pyridin-6-yl)-1H-indol-5-yl)piperidin-1-yl)-1-(piperidin-1-yl)ethan-1-one C(C)(C)C1=C(NC2=CC=C(C=C12)C1CCN(CC1)CC(=O)N1CCCCC1)C=1C=C(C=2N(C1)N=CN2)C